COC(CCSC1=C2C(=NC=C1)NC=N2)=O 3-((3H-imidazo[4,5-b]pyridin-7-yl)thio)propanoic acid methyl ester